CC(=C)C(=O)OC(C(F)(F)F)C(F)(F)F 1,1,1,3,3,3-Hexafluoroisopropyl methacrylate